2-methoxy-5-(trifluoromethyl)benzaldehyde COC1=C(C=O)C=C(C=C1)C(F)(F)F